(1R)-1-(2-chlorophenyl)ethyl N-(2-(4-aminophenyl)thiophen-3-yl)carbamate NC1=CC=C(C=C1)C=1SC=CC1NC(O[C@H](C)C1=C(C=CC=C1)Cl)=O